5-(((4-(4-(3-((4-(((1-acetylpiperidin-4-yl)amino)methyl)-3-fluoropyridin-2-yl)amino)-2-methylphenyl)-3-chloropyridin-2-yl)-2-fluoro-6-methoxybenzyl)amino)methyl)pyrrolidin-2-one C(C)(=O)N1CCC(CC1)NCC1=C(C(=NC=C1)NC=1C(=C(C=CC1)C1=C(C(=NC=C1)C1=CC(=C(CNCC2CCC(N2)=O)C(=C1)OC)F)Cl)C)F